NC1=NN2C(C=C(C=C2)C=2C=C(C(=NC2)C)C(=O)NCC2=C(C=CC=C2)OC2CCCCC2)=N1 5-{2-amino-[1,2,4]triazolo-[1,5-a]pyridin-7-yl}-N-{[2-(cyclohexyloxy)phenyl]-methyl}-2-methylpyridine-3-carboxamide